N[C@@]1(CN(CCC1)C1=CC(=NC=C1C=1C=NN(C1)C(F)F)NC1=NC(=NC=C1)C1=C(C=C(C=C1OC)F)F)C (S)-N-(4-(3-amino-3-methylpiperidin-1-yl)-5-(1-(difluoromethyl)-1H-pyrazol-4-yl)pyridin-2-yl)-2-(2,4-difluoro-6-methoxyphenyl)pyrimidin-4-amine